COC=1C(=C2C=CN(C2=C(C1)C)C(=O)OC(C)(C)C)CN1C(CN(CC1)CCC)C1=CC=C(C=C1)C(=O)OC tert-Butyl 5-methoxy-4-((2-(4-(methoxycarbonyl)phenyl)-4-propylpiperazin-1-yl)methyl)-7-methyl-1H-indole-1-carboxylate